COC(C(C)(C)OCC1=NN(C(=C1)C1=CC(=CC=C1)NS(=O)(=O)C)CC1=C(C=CC=C1)Cl)=O 2-([1-[(2-chlorophenyl)methyl]-5-(3-methanesulfonamidophenyl)-1H-pyrazol-3-yl]methoxy)-2-methylpropanoic acid methyl ester